C(#N)C1=CC(=C(C=C1)NS(=O)(=O)C1=CNC(=C1)C1=CC=CC=C1)C N-(4-cyano-2-methyl-phenyl)-5-phenyl-1H-pyrrole-3-sulfonamide